2-(4-Chloro-phenyl)-2-(4-cyano-phenoxy)-N-(5,6-dimethoxy-benzothiazol-2-yl)-acetamide ClC1=CC=C(C=C1)C(C(=O)NC=1SC2=C(N1)C=C(C(=C2)OC)OC)OC2=CC=C(C=C2)C#N